FC1CN(CC1NC)C1=CC(=C(C=C1)N1C=NC(=C1)NC=1N=CC(=NC1)C#N)OC 5-((1-(4-(3-Fluoro-4-(methylamino)pyrrolidin-1-yl)-2-methoxyphenyl)-1H-imidazol-4-yl)amino)pyrazine-2-carbonitrile